1,4-bis(1-hexyl-1H-imidazo[4,5-f][1,10]phenanthrolin-2-yl)benzene C(CCCCC)N1C(=NC2=C3C=CC=NC3=C3N=CC=CC3=C21)C2=CC=C(C=C2)C=2N(C=1C(=C3C=CC=NC3=C3N=CC=CC13)N2)CCCCCC